NC=1C=C2C(=C(C(=NC2=CC1OCC)CC)C#N)NC1=CC(=C(C=C1)OC1CCOCC1)Cl 6-amino-4-((3-chloro-4-((tetrahydro-2H-pyran-4-yl)oxy)phenyl)amino)-7-ethoxy-2-ethylquinoline-3-carbonitrile